FC=1C(=C2C=CC(=CC2=CC1)C(=O)O)C#C[Si](C(C)C)(C(C)C)C(C)C 6-fluoro-5-(2-triisopropylsilylethynyl)naphthalene-2-carboxylic acid